7-chloro-6-fluoro-1-(3-methoxy-1,2,4-thiadiazol-5-yl)-4-oxo-1,4-dihydro-1,8-naphthyridine-3-carboxylic acid ClC1=C(C=C2C(C(=CN(C2=N1)C1=NC(=NS1)OC)C(=O)O)=O)F